tert-butyl 5-cyano-3,3-dimethyl-4-oxospiro[cyclohexane-1,3'-indoline]-1'-carboxylate C(#N)C1C(C(CC2(CN(C3=CC=CC=C23)C(=O)OC(C)(C)C)C1)(C)C)=O